COC(=O)C=1C=C2CN(CC2=CC1)C(C1=C(C(=C(C=C1OS(=O)(=O)C1=CC=C(C)C=C1)OS(=O)(=O)C1=CC=C(C)C=C1)C)OCC1=CC=CC=C1)=O 2-(2-(benzyloxy)-3-methyl-4,6-bis(tosyloxy)benzoyl)isoindoline-5-carboxylic acid methyl ester